sodium di-oleamide C(CCCCCCC\C=C/CCCCCCCC)(=O)N.C(CCCCCCC\C=C/CCCCCCCC)(=O)N.[Na]